SCCCCC(C)O oxathiaheptane-6-ol